C(C1=CC=CC=C1)C=1C(OC2=CC(=CC=C2C1C)OCC(CNC1=C(C=CC(=C1)[N+](=O)[O-])O)O)=O 3-benzyl-7-(2-hydroxy-3-((2-hydroxy-5-nitrophenyl)amino)propoxy)-4-methyl-2H-chromen-2-one